BrC1=CC(=NC=C1)C(CC)=O 1-(4-bromopyridin-2-yl)propan-1-one